(R)-N-(2-(3-hydroxypyrrolidin-1-yl)ethyl)-12-oxo-12H-benzo[g]pyrido[2,1-b]quinazoline-4-carboxamide hydrochloride Cl.O[C@H]1CN(CC1)CCNC(=O)C1=CC=CN2C1=NC=1C=C3C(=CC1C2=O)C=CC=C3